C1(CCCC1)NC=1C2=C(N=CN1)OC(=C2C=2C=C(C=CC2)NC(\C=C\CN2CCCC2)=O)C2=CC=CC=C2 (2E)-N-{3-[4-(Cyclopentylamino)-6-phenylfuro[2,3-d]pyrimidin-5-yl]phenyl}-4-(pyrrolidin-1-yl)but-2-enamide